FC1=C(C(=CC(=C1)F)F)C1=NN(C(=C1O)C)C 3-(2,4,6-trifluorophenyl)-1,5-dimethyl-pyrazole-4-ol